(3S,4S)-1-cyclopropylmethyl-4-{[5-(2,4-difluoro-phenyl)-isoxazole-3-carbonyl]-amino}-piperidine-3-carboxylic acid [1-(2H-pyrazol-3-yl)-ethyl]-amide N=1NC(=CC1)C(C)NC(=O)[C@H]1CN(CC[C@@H]1NC(=O)C1=NOC(=C1)C1=C(C=C(C=C1)F)F)CC1CC1